3-(Ethylthio)-1-methoxy-6-methylphenazine C(C)SC=1C=C(C2=NC3=CC=CC(=C3N=C2C1)C)OC